1-(((3S)-1-((3-cyano-1-azetidinyl)sulfonyl)-3-piperidinyl)carbonyl)-N-((1R)-1-(4-(trifluoromethyl)phenyl)ethyl)-D-prolinamide C(#N)C1CN(C1)S(=O)(=O)N1C[C@H](CCC1)C(=O)N1[C@H](CCC1)C(=O)N[C@H](C)C1=CC=C(C=C1)C(F)(F)F